O1CCN(CC1)CC1(CC1)CO (1-(morpholinomethyl)cyclopropyl)methanol